CC(CC(CCO)O)O Hexane-2,4,6-triol